3-(1-Cyclohexyl-piperidin-4-yl)-4-oxo-10-oxa-3-aza-tricyclo[5.2.1.0*1,5*]dec-8-ene-6-carboxylic acid C1(CCCCC1)N1CCC(CC1)N1CC23C(C1=O)C(C(C=C2)O3)C(=O)O